N-(2-(4,4-difluorocyclohexyl)-4-(2,5-difluorophenyl)pyridin-3-yl)-6-(2-(dimethylamino)ethoxy)-5-fluoronicotinamide FC1(CCC(CC1)C1=NC=CC(=C1NC(C1=CN=C(C(=C1)F)OCCN(C)C)=O)C1=C(C=CC(=C1)F)F)F